3-((diphenylmethylene)amino)-1-(4-methoxyphenyl)-3-(4-(trifluoromethyl)phenyl)propan-1-one C1(=CC=CC=C1)C(C1=CC=CC=C1)=NC(CC(=O)C1=CC=C(C=C1)OC)C1=CC=C(C=C1)C(F)(F)F